5-carboxyvanillic acid C(=O)(O)C=1C(=C(C=C(C(=O)O)C1)OC)O